[2,2-bis(2-methylpropoxy)ethyl]benzene CC(COC(CC1=CC=CC=C1)OCC(C)C)C